benzyl L-aspartate N[C@@H](CC(=O)[O-])C(=O)OCC1=CC=CC=C1